ClC1=CC(=C(C=C1)CC=1OC2=C(N1)C=CC=C2C=2CCN(CC2)CC2=NC=1C(=NC(=CC1)C(=O)O)N2C[C@H]2OCC2)F 2-[(4-{2-[(4-chloro-2-fluorophenyl)methyl]-1,3-benzoxazol-7-yl}-1,2,3,6-tetrahydropyridin-1-yl)methyl]-3-{[(2S)-oxetan-2-yl]methyl}-3H-imidazo[4,5-b]pyridine-5-carboxylic acid